(3R,5S)-1-(4-bromo-2,6-dimethyl-phenyl)-3,5-dimethylpiperazine BrC1=CC(=C(C(=C1)C)N1C[C@H](N[C@H](C1)C)C)C